3-(2-{[4-chloro-3-(6-cyano-4-methyl-pyridin-3-yl)-benzoyl]-methyl-amino}-6-methyl-phenoxy)-propionic acid ethyl ester C(C)OC(CCOC1=C(C=CC=C1C)N(C)C(C1=CC(=C(C=C1)Cl)C=1C=NC(=CC1C)C#N)=O)=O